N-(3-Chloro-5-fluoro-2'-hydroxy-3'-(3-(piperazin-1-yl)isoxazol-5-yl)-[1,1'-biphenyl]-4-yl)acetamide 2,2,2-trifluoroacetate FC(C(=O)O)(F)F.ClC=1C=C(C=C(C1NC(C)=O)F)C1=C(C(=CC=C1)C1=CC(=NO1)N1CCNCC1)O